2-Bromo-2-Nitro-Propane BrC(C)(C)[N+](=O)[O-]